COC(=O)C1C(C2=C(NC1=O)C=CS2)=O 5,7-dioxo-4,5,6,7-tetrahydrothieno[3,2-b]pyridine-6-carboxylic acid methyl ester